Sedoheptulose 7-phosphate P(=O)(O)(O)OC[C@H]([C@H]([C@H]([C@@H](C(CO)=O)O)O)O)O